N(=[N+]=[N-])CC=1N=C2N(C=C(C=C2)N(C)C)C1 2-(azidomethyl)-N,N-dimethylimidazo[1,2-a]pyridin-6-amine